ClC1=C(CNC2=NC=CC=C2)C=C(C=C1)F N-(2-chloro-5-fluorobenzyl)pyridine-2-amine